C(C=C)(=O)NC1CC(CC1)CNC=1C=2N(N=CC1C(=O)N)C=CC2 4-(((3-acrylamidocyclopentyl)methyl)amino)pyrrolo[1,2-b]pyridazine-3-carboxamide